C(C)N1C[C@@H](CC1)NC(=O)CC1=C(C=CC(=C1)F)S(=O)(=O)NC1=C(C2=C([C@@H]3[C@H](CO2)C3)C=C1)C(=O)O |&1:26,27| (1aRS,7bSR)-5-{2-[((R)-1-ethylpyrrolidin-3-ylcarbamoyl)methyl]-4-fluorobenzenesulfonyl-amino}-1,1a,2,7b-tetrahydro-cyclopropa[c]benzopyran-4-carboxylic acid